NC1=CC=C(C=C1)N1C([C@@H]2[C@H]3[C@H]4[C@@H]([C@@H]([C@@H]2C1=O)C=C3)C4)=O (3aR,4R,4aR,5aS,6S,6aS)-2-(4-Aminophenyl)-4,4a,5,5a,6,6a-hexahydro-4,6-ethenocyclopropa[f]isoindole-1,3(2H,3aH)-dione